CC=1C=C2C=C3C(=NC2=CC1)CCCCC3 2-methyl-7,8,9,10-tetrahydro-6H-cyclohepta[b]quinoline